BrC1=CC=C(C=C1)C1=CC=C(C=C1)C(C)C 4'-bromo-4-isopropylbiphenyl